3-(5-(2-(4-chlorophenyl)acetylamino)pyridin-3-yl)-5-(cyclopropylamino)-1-isopropyl-1H-pyrazole-3,4-dicarboxamide ClC1=CC=C(C=C1)CC(=O)NC=1C=C(C=NC1)C1(NN(C(=C1C(=O)N)NC1CC1)C(C)C)C(=O)N